ClC1=CC=C(OC=2C(=C(OCCCC(=O)O)C=CC2)C)C=C1 4-(4-chlorophenoxy-2-methylphenoxy)butyric acid